[Br-].OCC[N+](C)(CCO)CC1=CC=CC=C1 N,N-bis(2-hydroxyethyl)-N-methyl-benzyl-ammonium bromide